C[C@@H]1CN(C[C@@H](N1)C)C=1N=NC(=CN1)C1=C(C=C(C=C1)C=1C=C(C=2N(N1)N=C(N2)C)OC)O 2-{3-[(3R,5S)-3,5-dimethylpiperazin-1-yl]-1,2,4-triazin-6-yl}-5-(8-methoxy-2-methyl[1,2,4]triazolo[1,5-b]pyridazin-6-yl)phenol